C(C)C1=CC=C(C=C1)N(C=1C=C2CCN(C(C2=CC1)CNC1=C(C(=O)O)C=CN=C1)C)C 3-(((6-((4-ethylphenyl)(methyl)amino)-2-methyl-1,2,3,4-tetra-hydroisoquinolin-1-yl)methyl)amino)isonicotinic acid